FC(C(=O)O)(F)F.FC(C(=O)O)(F)F.C(C)(C)(C)NC1CN(CC1)C=1N=NC(=CN1)C1=C(C=C(C=C1)N1C=NC(=C1)C)O 2-{3-[3-(tert-butylamino)pyrrolidin-1-yl]-1,2,4-triazin-6-yl}-5-(4-methyl-1H-imidazol-1-yl)phenol bistrifluoroacetate